CC1=NOC(=C1C=1C=C(C(=CC1)N[C@@H]1COCC1)N)C (S)-4-(3,5-dimethylisoxazol-4-yl)-N1-(tetrahydrofuran-3-yl)benzene-1,2-diamine